FC(C1=C(CN2C(=NC3=C2C=CC=C3)CN3C(CNCC3)C(=O)OC(C)(C)C)C=CC=C1)(F)F 1-(2-(trifluoromethyl)benzyl)-2-((tert-butoxycarbonylpiperazin-1-yl)methyl)-1H-benzimidazole